IC=1C=C(C=CC1C)NC(=S)C1=CC(=NC=C1)C(F)(F)F N-(3-iodo-4-methylphenyl)-2-(trifluoromethyl)pyridine-4-thiocarboxamide